ClC=1C=CC(=C(C1)C=1N=CN(C(C1)=O)[C@H]1CCC[C@H](C(NC=2C=NN(C2C=2C=CN=C1C2)C)=O)C)O (9R,13S)-13-[4-(5-chloro-2-hydroxyphenyl)-6-oxo-1,6-dihydropyrimidin-1-yl]-3,9-dimethyl-3,4,7,15-tetraazatricyclo[12.3.1.02,6]Octadecan-1(18),2(6),4,14,16-pentaen-8-one